BrC(C(=O)N)C(=O)C1=CC=C(C=C1)OC1=CC=C(C=C1)OC 2-bromo-3-(4-(4-methoxyphenoxy)phenyl)-3-oxopropanamide